3-(3-chloro-2-fluorophenyl)-2-(2,4-dichlorophenyl)prop-2-enenitrile ClC=1C(=C(C=CC1)C=C(C#N)C1=C(C=C(C=C1)Cl)Cl)F